NC=1C=C(OC2=CC=C(C=C2)S(=O)(=O)C2=CC=C(C=C2)OC2=CC(=C(C=C2)O)N)C=CC1O bis[4-(3-amino-4-hydroxyphenoxy)phenyl]sulfone